OB(C=1C=C(C(=O)C2C(CCCC2)N(CC(=O)O)C(C2=CC(=CC(=C2)Br)B(O)O)=O)C=C(C1)Br)O N-(2-(3-dihydroxyboryl-5-bromobenzoyl)cyclohexyl)-N-(3-dihydroxyboryl-5-bromobenzoyl)glycine